CCC(CCCCCCC)O 1-2-ethyl-1-octanol